C(C1=CC=CC=C1)OC(=O)N(CC(=O)O)C(C(F)(F)F)(C)C N-((benzyloxy)carbonyl)-N-(1,1,1-trifluoro-2-methylpropan-2-yl)glycine